5-methyl-1,8-octanediol CC(CCCCO)CCCO